N-(((2R,4S,5R)-5-(6-(pentan-3-yl)-2-(pyridin-4-yl)pyrimidin-4-yl)quinuclidin-2-yl)methyl)thiophene-2-sulfonamide CCC(CC)C1=CC(=NC(=N1)C1=CC=NC=C1)[C@@H]1[C@@H]2C[C@@H](N(C1)CC2)CNS(=O)(=O)C=2SC=CC2